2-((2,6-di(3,4,5-tris(isononyloxy)-benzamido)-hexanamido-ethoxy)-ethoxy)-benzhydrylamine C(CCCCCC(C)C)OC=1C=C(C(=O)NC(C(=O)NCCOCCOC2=C(C(C3=CC=CC=C3)N)C=CC=C2)CCCCNC(C2=CC(=C(C(=C2)OCCCCCCC(C)C)OCCCCCCC(C)C)OCCCCCCC(C)C)=O)C=C(C1OCCCCCCC(C)C)OCCCCCCC(C)C